COC(C1=CC(=C(C=C1)C#CC1=CC=CC=C1)[N+](=O)[O-])=O 3-nitro-4-(phenylethynyl)benzoic acid methyl ester